COC1=NC=C(C=C1NC(=O)N1OCC[C@H]1C1=CC=CC=C1)C1=CC=C2C(=NNC2=C1)C(NC)=O (S)-N-(2-methoxy-5-(3-(methylcarbamoyl)-1H-indazol-6-yl)pyridin-3-yl)-3-phenylisoxazolidine-2-carboxamide